(sec-butylcyclopentadienyl)tris(diethylamino)hafnium C(C)(CC)C1(C=CC=C1)[Hf](N(CC)CC)(N(CC)CC)N(CC)CC